C[C@]12OC(C[C@@H]1[C@]1(CC(CC(C1CC2)(C)C)S(=O)(=O)C2=NN=NN2C2=CC=CC=C2)C)=O (3aR,9aS,9bR)-3a,6,6,9a-tetramethyl-8-((1-phenyl-1H-tetrazol-5-yl)sulfonyl)decahydronaphtho[2,1-b]furan-2(1H)-one